FC1=CC=C(CN2C(C3=C(C=CC=C3C(=N2)CCCC)OCCC)=O)C=C1 2-(4-fluorobenzyl)-4-butyl-8-propoxy-phthalazin-1(2H)-one